ClC=1C=C(C=CC1)C1=NC(=NC=C1)NC=1C=CC(=C(C1)/N=N/C=1C=CC(=C(C(=O)O)C1)O)C(F)(F)F (E)-5-((5-((4-(3-chlorophenyl)pyrimidin-2-yl)amino)-2-(trifluoromethyl)phenyl)diazenyl)-2-hydroxybenzoic acid